fluoro-1-(4-fluoro-3-methylphenyl)-2-isopropyl-5-methoxy-1H-indole-3-carbaldehyde FC1=C2C(=C(N(C2=CC=C1OC)C1=CC(=C(C=C1)F)C)C(C)C)C=O